5-(6-(cyclobutylethynyl)-5-((1S,2S)-2-(difluoromethyl)cyclopropyl)pyridazin-3-yl)pyrimidine C1(CCC1)C#CC1=C(C=C(N=N1)C=1C=NC=NC1)[C@@H]1[C@H](C1)C(F)F